(3-fluorophenyl)-2-(2-iodo-5-nitrophenoxy)ethanol FC=1C=C(C=CC1)C(COC1=C(C=CC(=C1)[N+](=O)[O-])I)O